ClC=1C(=NC(=C(C(=O)NC2=CC(=CC=C2)[S@@](=O)(=N)C)C1C)N1CCC(CCC1)(F)F)C#N (R)-5-chloro-6-cyano-2-(4,4-difluoroazepan-1-yl)-4-methyl-N-(3-(S-methylsulfonimidoyl)phenyl)nicotinamide